ClC1=CC2=C(N=C(O2)OC2=CC=C(O[C@@H](C(=O)O)C)C=C2)C=C1 (R)-2-(4-((6-chlorobenzo[d]oxazole-2-yl)oxy)phenoxy)propionic acid